OC=1C(=C(C=NC1C)COC1=C(OP(=O)=N[C@@H](C(=O)OC(C)C)C)C=CC=C1)CO (2R)-Isopropyl 2-(((5-hydroxy-4-(hydroxymethyl)-6-methylpyridin-3-yl)methoxy)(phenoxy)phosphorylamino)propanoate